FC1=CC=C(CCN2N=CC(=C2)CNC=2N=C3N([C@H](C(N4C3=C(N2)CCC4)=O)C)C)C=C1 (S)-2-(((1-(4-Fluorophenethyl)-1H-pyrazol-4-yl)methyl)amino)-4,5-dimethyl-4,5,9,10-Tetrahydro-6H,8H-pyrido[3,2,1-de]pterid-6-one